2-chloro-N-(1-methyl-1H-indol-4-yl)acetamide ClCC(=O)NC1=C2C=CN(C2=CC=C1)C